O=C1N(CC2=CC(=CC=C12)CN1CCN(CC1)C=1C2=C(N=C(N1)N1CCCCC1)CCS2)C2C(NC(CC2)=O)=O 3-(1-oxo-5-((4-(2-(piperidin-1-yl)-6,7-dihydrothieno[3,2-d]pyrimidin-4-yl)piperazin-1-yl)methyl)isoindolin-2-yl)piperidine-2,6-dione